FC1=C(CN2C(N(C(C3=CC=C(C=C23)C(=O)NCC2=C(C=C(C=C2F)F)F)C)C)=O)C(=CC=C1)O 1-(2-fluoro-6-hydroxybenzyl)-3,4-dimethyl-2-oxo-N-(2,4,6-trifluorobenzyl)-1,2,3,4-tetrahydro-quinazoline-7-carboxamide